2-(5-Methylthiazol-2-yl)-7-(pyridin-2-yl)thieno[3,2-d]pyrimidin-4-ol CC1=CN=C(S1)C=1N=C(C2=C(N1)C(=CS2)C2=NC=CC=C2)O